ClCC=1N(C2=C(N1)SC(=C2)C(=O)OCC)CC2=CN=CN2C(C)C Ethyl 2-(chloromethyl)-1-((1-isopropyl-1H-imidazol-5-yl) methyl)-1H-thieno[2,3-d]imidazole-5-carboxylate